O1N=C(CC1)C1=CC=C(C(=S)N)C=C1 4-(isoxazolinyl)-thiobenzamide